N-[2-(3-cyclohexyl)propanoyl]-guanosine C1CC(CCC1)C(C(=O)NC=1NC(C=2N=CN([C@H]3[C@H](O)[C@H](O)[C@@H](CO)O3)C2N1)=O)C